C1(CCCCC1)NCCCS(=O)(=O)O 3-(Cyclohexylamino)-1-propanesulphonic acid